melamine zinc salicylate C(C=1C(O)=CC=CC1)(=O)[O-].[Zn+2].N1=C(N)N=C(N)N=C1N.C(C=1C(O)=CC=CC1)(=O)[O-]